CC1(CC1)N1CNC(C2=CC(=CC=C12)S(=O)(=O)N)=O (1-methylcyclopropyl)-4-oxo-1,2,3,4-tetrahydroquinazoline-6-sulfonamide